C(#N)C(C)(C)NC(=O)C1=NN(C=2C(CCCC12)(F)F)C=1C=[N+](C=CN1)[O-] 3-(3-((2-cyanopropan-2-yl)carbamoyl)-7,7-difluoro-4,5,6,7-tetrahydro-1H-indazol-1-yl)pyrazine 1-oxide